Methyl (E)-3-(5-((4-(piperazin-1-yl)phenyl)ethynyl)thiophen-2-yl)acrylate N1(CCNCC1)C1=CC=C(C=C1)C#CC1=CC=C(S1)/C=C/C(=O)OC